3-(perfluoro-5-methylhexyl)-2-hydroxypropyl methacrylate C(C(=C)C)(=O)OCC(CC(C(C(C(C(C(F)(F)F)(C(F)(F)F)F)(F)F)(F)F)(F)F)(F)F)O